C1(CCCCC1)CC(CN)S(=O)(=O)O 3-cyclohexyl-amino-2-propanesulfonic acid